C1(CC1)C1=CC=C2C(=C(C(N(C2=C1)C)=O)C#N)N1CCC(CC1)C1=CC=C(C=C1)OC 7-Cyclopropyl-4-[4-(4-methoxyphenyl)piperidin-1-yl]-1-methyl-2-oxo-1,2-dihydroquinoline-3-carbonitrile